C(C)(C)(C)OC(=O)N[C@H](C(=O)O)C(C)C1=C(C(=CC=C1F)C)C (2S)-2-((tert-Butoxycarbonyl)amino)-3-(6-fluoro-2,3-dimethylphenyl)butanoic acid